8-chloro-5-methoxy-1-[4-(pyridin-2-yl)piperazin-1-yl]-5,6-dihydro-4H-[1,2,4]triazolo[4,3-a][1]benzazepine ClC=1C=CC2=C(CC(CC=3N2C(=NN3)N3CCN(CC3)C3=NC=CC=C3)OC)C1